C1(=CC=CC=C1)C(C1=CC=CC=C1)=NC=1C(=C(C(=NC1)N1CCN(CC1)C(=O)OC(C)(C)C)F)C(=O)OC tert-butyl 4-(5-((diphenylmethylene)amino)-3-fluoro-4-(methoxycarbonyl)pyridin-2-yl)piperazine-1-carboxylate